COC([C@@H](NC(=O)OCC1=CC=CC=C1)CC1=CC=C(C=C1)O)=O L-N-Cbztyrosine methyl ester